CN1N=CC(=C1)C=1C=CC=2N(C1)N=CC2C2CCC(CC2)CCC2=CC=CC=C2 6-(1-methyl-1H-pyrazol-4-yl)-3-(4-phenylethyl-cyclohexyl)pyrazolo[1,5-a]pyridine